1-[[3-[3-(3-chlorobenzoyl)cyclobutyl]-1,2,4-oxadiazol-5-yl]methyl]-7-methyl-purin-6-one ClC=1C=C(C(=O)C2CC(C2)C2=NOC(=N2)CN2C=NC=3N=CN(C3C2=O)C)C=CC1